tert-butyl-(2R,5S)-5-{[(benzyl-oxy)carbonyl]amino}-2-(hydrazine-carbonyl)piperidine C(C)(C)(C)N1[C@H](CC[C@@H](C1)NC(=O)OCC1=CC=CC=C1)C(=O)NN